(+-)-(7a'S)-2-pentyltetrahydrospiro[cyclopentane-1,3'-pyrrolo[1,2-c]imidazole]-1'(2'H)-one C(CCCC)C1CCCC12NC([C@H]1N2CCC1)=O